3-[(3-chloro-2-methoxyphenyl)amino]-2-[6-[(2R)-oxetan-2-ylmethoxy]-1,5-naphthyridin-4-yl]-1H,5H,6H,7H-pyrrolo[3,2-c]pyridin-4-one ClC=1C(=C(C=CC1)NC1=C(NC2=C1C(NCC2)=O)C2=CC=NC1=CC=C(N=C21)OC[C@@H]2OCC2)OC